O=C1NC(CCC1C1=NN(C2=C(C=CC=C12)OCC(=O)NC1CC(CC1)O)C)=O 2-((3-(2,6-Dioxopiperidin-3-yl)-1-methyl-1H-indazol-7-yl)oxy)-N-(3-hydroxy-cyclopentyl)acetamide